(2R,3S)-6-[6-[cyclobutyl(methyl)amino]pyrazin-2-yl]-2-isobutyl-piperidin-3-ol C1(CCC1)N(C1=CN=CC(=N1)C1CC[C@@H]([C@H](N1)CC(C)C)O)C